trimethylphosphorane C[PH2](C)C